FC1=C(C(=O)[O-])C(=C(C(=C1F)F)F)F.C[N+](CC1=CC=CC=C1)(C)C trimethyl-benzyl-ammonium 2,3,4,5,6-pentafluorobenzoate